2,4-dichloro-5-iodo-7-((2-(trimethylsilyl)ethoxy)methyl)-7H-pyrrolo[2,3-d]Pyrimidine ClC=1N=C(C2=C(N1)N(C=C2I)COCC[Si](C)(C)C)Cl